undec-1,10-diene C=CCCCCCCCC=C